[Na].F[C@]1(CN(CC[C@H]1OCCO)C1=NC=CC(=N1)N(COCC[Si](C)(C)C)COCC[Si](C)(C)C)C 2-{[(3S,4R)-3-fluoro-3-methyl-1-[4-(2,2,12,12-tetramethyl-5,9-dioxa-7-aza-2,12-disilatridecan-7-yl)pyrimidin-2-yl]Piperidin-4-yl]Oxy}ethan-1-ol sodium